[7-(4-fluoro-2-methoxyphenyl)-6-methylthiothieno[3,2-d]pyrimidin-2-yl]-1-(piperidin-4-yl)-1H-pyrazol-4-amine FC1=CC(=C(C=C1)C1=C(SC2=C1N=C(N=C2)C2=NN(C=C2N)C2CCNCC2)SC)OC